CC(C=C)(CCCC(CCCC(CCCC(C)C)C)C)O 3,7,11,15-tetramethylhexadeca-1-en-3-ol